3-{3-[(benzyloxy)methyl]-3-methyl-6-oxo-2H,3H,6H,7H,8H-furo[2,3-e]isoindol-7-yl}piperidine-2,6-dione C(C1=CC=CC=C1)OCC1(COC2=C3CN(C(C3=CC=C21)=O)C2C(NC(CC2)=O)=O)C